CN1N=C(C(=C1)C1=C2CCN(C(C2=CC(=C1)CN1C(=NC=C1)NC)=O)[C@@H](C)C1=NC=C(C(=C1)OC)F)C (S)-5-(1,3-dimethyl-1H-pyrazol-4-yl)-2-(1-(5-fluoro-4-methoxypyridin-2-yl)ethyl)-7-((2-(methylamino)-1H-imidazol-1-yl)methyl)-3,4-dihydroisoquinolin-1(2H)-one